SC1=NC(=C(C(=N1)O)N)N 2-mercapto-4-hydroxy-5,6-diaminopyrimidine